Kalium myristat C(CCCCCCCCCCCCC)(=O)[O-].[K+]